C(CCCCCCC\C=C/C[C@H](O)CCCCCC)(=O)O.OCC(O)CO.OCC(O)CO.OCC(O)CO triglycerol ricinoleate